(S)-2-Amino-3-(1,3-thiazol-5-yl)propanoic acid N[C@H](C(=O)O)CC1=CN=CS1